COC=1C=C2C(=NC1C1=C3CC(CC3=CC=C1)(O)[2H])C(=NN2)C=2C=NN(C2)C 4-(6-methoxy-3-(1-methyl-1H-pyrazol-4-yl)-1H-pyrazolo[4,3-b]pyridin-5-yl)2,3-dihydro-1H-inden-2-d-2-ol